oxybis(ethane-2,1-diyl) bis(4-methylbenzenesulfonate) CC1=CC=C(C=C1)S(=O)(=O)OCCOCCOS(=O)(=O)C1=CC=C(C=C1)C